FC(C=1C=C(C=C(C1)C(F)(F)F)B(C1=C(C=C(C=C1F)F)F)C1=CC(=CC(=C1)C(F)(F)F)C(F)(F)F)(F)F Bis(3,5-bis(trifluoromethyl)phenyl)(2,4,6-trifluorophenyl)boran